C(C1=CC=CC=C1)OCCCC(CCCCCCCC)O 1-(benzyloxy)dodecane-4-ol